BrC=1C=C2C=NN(C2=CC1C#CC(C)C)C(=O)OCC1=CC=CC=C1 benzyl 5-bromo-6-(3-methylbut-1-ynyl)indazole-1-carboxylate